[6-(5-cyclopropyl-4H-1,2,4-triazol-3-yl)-2-azaspiro[3.3]heptan-2-yl]-[3-[[5-fluoro-2-(trifluoromethyl)phenyl]methylamino]azetidin-1-yl]methanone C1(CC1)C=1NC(=NN1)C1CC2(CN(C2)C(=O)N2CC(C2)NCC2=C(C=CC(=C2)F)C(F)(F)F)C1